4,4'-cyclohexylidene-bis[N,N-bis(4-methylphenyl)benzeneamine] C1(CCCCC1)(C1=CC=C(C=C1)N(C1=CC=C(C=C1)C)C1=CC=C(C=C1)C)C1=CC=C(C=C1)N(C1=CC=C(C=C1)C)C1=CC=C(C=C1)C